N-{[5-fluoro-6-(5-methoxy-2-pyrazinyl)-2-indolyl]methyl}lactamide FC=1C=C2C=C(NC2=CC1C1=NC=C(N=C1)OC)CNC(C(O)C)=O